ClC1=CNC2=C(C=C(C(=C12)CN1[C@@H](C[C@H](CC1)N1CC(C1)C(F)(F)F)C1=CC=C(C(=O)O)C=C1)OC)C 4-((2S,4S)-1-((3-chloro-5-methoxy-7-methyl-1H-indol-4-yl)methyl)-4-(3-(trifluoromethyl)azetidin-1-yl)piperidin-2-yl)benzoic acid